tert-butyl (R)-3-benzoylpyrrolidine-1-carboxylate C(C1=CC=CC=C1)(=O)[C@H]1CN(CC1)C(=O)OC(C)(C)C